(S)-3-(1-aminoethyl)-2-(1H-pyrazol-4-yl)-2H-furan NC(C)C1[C@H](OC=C1)C=1C=NNC1